4-oxanthrone C1=CCC(C=2OC3=CC=CC=C3OC12)=O